1-{5-[3-(2-Cyclohexylethoxy)phenyl]pentanoyl}azetidin-3-yl dihydrogen phosphate ammonium salt [NH4+].P(=O)(OC1CN(C1)C(CCCCC1=CC(=CC=C1)OCCC1CCCCC1)=O)(O)O